(3S)-4-(9H-fluoren-9-yl-methoxycarbonyl)morpholin-3-carboxylic acid C1=CC=CC=2C3=CC=CC=C3C(C12)COC(=O)N1[C@@H](COCC1)C(=O)O